BrC1CC2N(C(C1)C2)C(=O)OC(C)(C)C tert-butyl 3-bromo-6-azabicyclo[3.1.1]heptane-6-carboxylate